ClC=1C=CC(=C(C(=O)NC2=CC=C(C3=CC=CC=C23)[N+](=O)[O-])C1)O 5-chloro-2-hydroxy-N-(4-nitronaphthalen-1-yl)benzamide